octahydro-4,7-methylene-1H-indenecarboaldehyde C1C2C3CCC(C3C1CC2)C=O